FC1=CC=C(C(=O)N(C)[C@H](C(=O)NC2=CC(=C(C=C2)S(=O)(=O)Cl)OC)CC2=CC=CC=C2)C=C1 (S)-4-(2-(4-fluoro-N-methylbenzamido)-3-phenylpropionamido)-2-methoxybenzene-1-sulfonyl chloride